COC(=O)NNC(C1=CC=CC=C1)=O N-methoxycarbonyl-N'-benzoylhydrazine